2'-O-methyl-5'-(S)-methyl-uridine-3'-phosphate P(=O)(O)(O)O[C@H]1[C@H]([C@@H](O[C@@H]1[C@@H](O)C)N1C(=O)NC(=O)C=C1)OC